[1-[[3-[[(4S)-chroman-4-yl]carbamoyl]-4-fluoro-phenyl]methyl]-4,4-diethyl-6-oxo-hexahydropyrimidin-2-ylidene]ammonium O1CC[C@@H](C2=CC=CC=C12)NC(=O)C=1C=C(C=CC1F)CN1C(NC(CC1=O)(CC)CC)=[NH2+]